N1CC(C1)CNC1=NC=C(C(=N1)C1=CNC2=C(C=CC=C12)P(C)C)C(F)(F)F (3-(2-((azetidin-3-ylmethyl)amino)-5-(trifluoromethyl)pyrimidin-4-yl)-1H-indol-7-yl)dimethylphosphine